N-cyano-N'-[1-cyclohexylmethyl]guanidine C(#N)NC(=N)NCC1CCCCC1